xylitol itaconate C(C(=C)CC(=O)O)(=O)O.C([C@H](O)[C@@H](O)[C@H](O)CO)O